C(CCCCC)N1C=NC=C1 1-hexyl-1H-imidazol